N-phenylphenanthroimidazole C1(=CC=CC=C1)N1C=NC2=C1C=CC=1C=3C=CC=CC3C=CC12